O=C(CCC(=O)OCC=1OC(=CC1)COC(CCC(C)=O)=O)C furan-2,5-diylbis(methylene) bis(4-oxopentanoate)